N1=CC(=CC=C1)CNC(NC1=CC=C(C=C1)S(=O)(=O)N1CCSCC1)=O 3-(pyridin-3-ylmethyl)-1-[4-(thiomorpholine-4-sulfonyl)phenyl]urea